ClC1=C(C=C(C=C1)N)C1=NC2=C(N1C(C)C)C=CC=C2 2-(2-chloro-5-aminophenyl)-1-isopropyl-benzimidazole